2-(3-chlorophenoxy)-N-methyl-1-(4-pyridyl)ethanamine ClC=1C=C(OCC(NC)C2=CC=NC=C2)C=CC1